C(C=C)(=O)N1CC(OC(C1)C(F)(F)F)C1=CC(=NC(=C1)Cl)C1=CC(=NC(=C1)F)C(=O)NC 4-(4-acryloyl-6-(trifluoromethyl)morpholin-2-yl)-6-chloro-6'-fluoro-N-methyl-[2,4'-bipyridine]-2'-carboxamide